1-(2,2-difluoroethyl)-6-((3S,4R)-4-methyl-3-(((2-(trifluoromethyl)pyridin-3-yl)oxy)methyl)piperidin-1-yl)-1H-pyrazolo[3,4-b]pyrazine FC(CN1N=CC=2C1=NC(=CN2)N2C[C@H]([C@@H](CC2)C)COC=2C(=NC=CC2)C(F)(F)F)F